NC1=CC(C(NC1=NC=1C(=NN2C1C=CC=C2)OCCN2CCN(CC2)C)=NC=2C(=NN1C2C=CC=C1)OCCN1CCN(CC1)C)=N N,N'-(5-amino-3-iminopyridine-2,6(1H,3H)-diylidene)bis{2-[2-(4-methylpiperazin-1-yl)ethoxy]pyrazolo[1,5-a]pyridin-3-amine}